ClC1=C2C(=C(N=N1)NC=1C=C(C=CC1)O)C=NC=C2 3-((1-chloropyrido[3,4-d]pyridazin-4-yl)amino)phenol